The molecule is an icosanoid anion that is the conjugate base of 15-HETE, obtained by deprotonation of the carboxy group; major species at pH 7.3. It is a conjugate base of a (5Z,8Z,11Z,13E)-15-HETE. CCCCCC(/C=C/C=C\\C/C=C\\C/C=C\\CCCC(=O)[O-])O